BrC=1C(=C(N(C2=CC=C(C=C2)C(C)(C)C)C2=CC=C(C=C2)C(C)(C)C)C=C(C1)C(C)(C)C)Cl 3-bromo-5-tert-butyl-N,N-di(4-tert-butylphenyl)-2-chloroaniline